N-methyl-1-[2-[4-(o-tolyl)-2-oxo-chromen-7-yl]oxypropionyl]piperidine-3-carboxamide CNC(=O)C1CN(CCC1)C(C(C)OC1=CC=C2C(=CC(OC2=C1)=O)C1=C(C=CC=C1)C)=O